4-(N-benzyl-2-(N-(2-(trifluoromethyl)benzyl)-(2,3,4,5,6-pentafluoro-phenyl)sulfonamido)acetamido)-3-cyclopropoxybenzoic acid C(C1=CC=CC=C1)N(C(CN(S(=O)(=O)C1=C(C(=C(C(=C1F)F)F)F)F)CC1=C(C=CC=C1)C(F)(F)F)=O)C1=C(C=C(C(=O)O)C=C1)OC1CC1